CC12C(=O)OC(=O)C1(C3(C2(C(=O)OC3=O)C)C)C 1,2,3,4-tetramethyl-1,2,3,4-cyclobutanetetracarboxylic dianhydride